2-(1-(4-(4-methoxybenzyl)-3-oxo-3,4-dihydro-2H-pyrido[3,2-b][1,4]oxazin-6-yl)-5-oxopyrrolidin-3-yl)acetic acid COC1=CC=C(CN2C3=C(OCC2=O)C=CC(=N3)N3CC(CC3=O)CC(=O)O)C=C1